NC1=NC(=C2N=CN(C2=N1)CCNC(CC1=NNC(=C1)C1=CC=CC=C1)=O)O N-(2-(2-amino-6-hydroxy-9H-purin-9-yl)ethyl)-5-phenyl-1H-pyrazole-3-acetamide